ClC1=C(COC2=CC=C(C=C2)C2(COC3=C2C=C(C(=C3)C(=O)N)F)C(=O)N)C=CC(=C1)F 3-(4-((2-chloro-4-fluorobenzyl)oxy)phenyl)-5-fluorobenzofuran-3,6-dicarboxamide